{9-[(3,5-dimethylphenyl)methyl]-5-carbamoylcarbazol-4-yl}oxyacetic acid CC=1C=C(C=C(C1)C)CN1C2=CC=CC(=C2C=2C(=CC=CC12)OCC(=O)O)C(N)=O